FC1(CCC2=C1N=C(N=C2N2C[C@@H]1C([C@@H]1C2)CC(=O)OC)N2[C@H](CC2)C)F methyl 2-((1R,5S,6R)-3-(7,7-difluoro-2-((S)-2-methylazetidin-1-yl)-6,7-dihydro-5H-cyclopenta[d]pyrimidin-4-yl)-3-azabicyclo[3.1.0]hexan-6-yl)acetate